triethoxy(methyl)silane C(C)O[Si](C)(OCC)OCC